COC(C=CCCCCCCC)=O decenoic acid methyl ester